[N+](#[C-])C=1C=C(C=CC1OC)C1=CC=CC=C1 3-ISOCYANO-4-METHOXY-1,1-BIPHENYL